3,3-dimethyl-5-oxopentanamide CC(CC(=O)N)(CC=O)C